4-((4-(1H-indole-2-carbonyl)piperazin-1-yl)methyl)-N-hydroxybenzoamide N1C(=CC2=CC=CC=C12)C(=O)N1CCN(CC1)CC1=CC=C(C(=O)NO)C=C1